Diethylazodicarboxylate C(C)OC(=O)N=NC(=O)OCC